C1=CC=C(C=2OC3=C(C21)C=CC=C3)C3=CC=C(C=C3)C3=CC(=CC=C3)C3=NC(=NC(=N3)C3=CC=CC=C3)C3=CC=CC=C3 2-[4'-(dibenzofuran-4-yl)-1,1'-biphenyl-3-yl]-4,6-diphenyl-1,3,5-triazine